C(C)(=O)C1=C(C2=C(N=C(N=C2)NC2=NC=C(C=C2)N2CCCC2)N(C1=O)C1CCCC1)C 6-Acetyl-8-cyclopentyl-5-methyl-2-(5-pyrrolidin-1-yl-pyridin-2-ylamino)-8H-pyrido[2,3-d]pyrimidin-7-one